trans-N1-(5-(3-chloroimidazo[1,2-a]pyrimidin-6-yl)pyrrolo[2,1-f][1,2,4]triazin-2-yl)-N3,N3-dimethylcyclobutane-1,3-diamine ClC1=CN=C2N1C=C(C=N2)C=2C=CN1N=C(N=CC12)N[C@@H]1C[C@H](C1)N(C)C